OC1(CC(C1)C(=O)N1CC2(C1)CCC(CC2)OC2=NC(=C(C=C2)C)OC)C ((1s,3s)-3-hydroxy-3-methylcyclobutyl)(7-((6-methoxy-5-methylpyridin-2-yl)Oxy)-2-azaspiro[3.5]Non-2-yl)methanone